[Na].[Na].[Na].[Na].[Na].NCCNCCN diethylenetriamine pentasodium salt